Cl.N[C@@H]1C(C1)C(C)O (2S)-2-aminocyclopropylethan-1-ol hydrochloride